O=[Se].[Na] sodium oxyselenide